1-benzyl-3-(tert-butyl)-1H-pyrazole-5-carboxylic acid C(C1=CC=CC=C1)N1N=C(C=C1C(=O)O)C(C)(C)C